BrC=1N(C(=C2CCC3=C(C12)N=C(S3)N)C3=CC=CC=C3)CC3=CC=C(C=C3)OC 8-Bromo-7-(4-methoxybenzyl)-6-phenyl-5,7-dihydro-4H-[1,3]thiazolo[4,5-e]isoindol-2-amine